aminoerbium oxide [O-2].N[Er+2]